[2-[6-[[5-(4-fluorophenyl)thiazol-2-yl]amino]imidazo[4,5-c]pyridin-1-yl]ethyl]-3-hydroxypyrrolidine-2-carboxamide FC1=CC=C(C=C1)C1=CN=C(S1)NC1=CC2=C(C=N1)N=CN2CCN2C(C(CC2)O)C(=O)N